(E)-1-(4-(3-hydroxyprop-1-en-1-yl)pyridin-2-yl)-N-(6-methoxy-1-methyl-1H-indazol-7-yl)-1H-pyrazole-4-sulfonamide OC/C=C/C1=CC(=NC=C1)N1N=CC(=C1)S(=O)(=O)NC=1C(=CC=C2C=NN(C12)C)OC